N-[5-(2-Chloro-6-methyl-4-pyridyl)-4-(3-cyanophenyl)thiazol-2-yl]-2-oxa-6-azaspiro[3.3]heptan-6-carboxamid ClC1=NC(=CC(=C1)C1=C(N=C(S1)NC(=O)N1CC2(COC2)C1)C1=CC(=CC=C1)C#N)C